NC1=C(C=CC=C1)C(C#CC1=CC=C(C=C1)C(C)(C)C)=O 1-(2-aminophenyl)-3-(4-(tert-butyl)phenyl)prop-2-yn-1-one